C(C)OCCOCC1CO1 ethoxyethyl-glycidylether